2-bromo-4-[(2S)-butan-2-yloxy]-6-methanesulfonylpyridine BrC1=NC(=CC(=C1)O[C@@H](C)CC)S(=O)(=O)C